(Z)-(1-(4-amino-2-fluorobut-2-en-1-yl)-4-(3-(ethylsulfonyl)phenyl)-1H-benzo[d][1,2,3]triazol-6-yl)(pyrrolidin-1-yl)methanone hydrochloride Cl.NC\C=C(\CN1N=NC2=C1C=C(C=C2C2=CC(=CC=C2)S(=O)(=O)CC)C(=O)N2CCCC2)/F